C(C1=CC=CC=C1)N1C(=NC=C1)C(C(=O)NC1=CC=C(C=C1)C=1C(=NN(C1C)COCC[Si](C)(C)C)C)C(C1CC1)C1CC1 2-(1-benzylimidazol-2-yl)-3,3-dicyclopropyl-N-[4-[3,5-dimethyl-1-(2-trimethylsilylethoxymethyl)pyrazol-4-yl]phenyl]propanamide